C1(=CC=CC=C1)CS(=O)(=O)OC1=C(O[C@](C1=O)([2H])C1=CC(=C(C=C1)F)F)N (R)-2-amino-5-(3,4-difluorophenyl)-4-oxo-4,5-dihydrofuran-3-yl-5-d phenylmethanesulfonate